NC1=C(C(N(C2=CC(=CC=C12)OC(F)(F)F)C1=C2C=CN=C(C2=CC=C1)C1CC1)=O)C(=O)OC Methyl 4-amino-1-(1-cyclopropylisoquinolin-5-yl)-2-oxo-7-(trifluoromethoxy)-1,2-dihydroquinoline-3-carboxylate